FC(CCCCC1=NC=2NCCCC2C=C1)[C@H]1CN(CC1)CC(=O)O 2-((R)-3-(1-fluoro-5-(5,6,7,8-tetrahydro-1,8-naphthyridin-2-yl)pentyl)pyrrolidin-1-yl)acetic acid